NC=1SC2=C(N1)C(=CC=C2F)C2=C(C=C1C(=NC(=NC1=C2F)OC2CS(C2)(=O)=O)N2CC1CCC(C2)N1)C(F)(F)F 3-((7-(2-amino-7-fluorobenzo[d]thiazol-4-yl)-4-(3,8-diazabicyclo[3.2.1]octan-3-yl)-8-fluoro-6-(trifluoromethyl)quinazolin-2-yl)oxy)thietane 1,1-dioxide